[Ag].CC(C(C)=O)(C(C(F)(F)F)=O)C dimethyl-(trifluoroacetylacetone) silver